(R)-N-((3-cyano-4-(((2R,3R)-4-(dimethylamino)-3-fluoro-1-((4-fluorophenyl)thio)butan-2-yl)amino)-5-fluorophenyl)sulfonyl)-2-methyltetrahydro-2H-pyran-2-carboxamide C(#N)C=1C=C(C=C(C1N[C@@H](CSC1=CC=C(C=C1)F)[C@@H](CN(C)C)F)F)S(=O)(=O)NC(=O)[C@@]1(OCCCC1)C